[OH-].C[N+](C1CC(N(C(C1)(C)C)C)(C)C)(C)C trimethyl-(1,2,2,6,6-pentamethyl-piperidin-4-yl)ammonium hydroxide